Tert-butyl-azetidine-1-carboxylate C(C)(C)(C)OC(=O)N1CCC1